C(N)(=N)C=1C=C(C=CC1)CC(C=1SC2=C(N1)C=CC(=C2)OC)NS(=O)(=O)C=2C=C(C(=O)N)C=CC2 3-[[2-(3-carbamimidoylphenyl)-1-(6-methoxy-1,3-benzothiazol-2-yl)ethyl]sulfamoyl]benzamide